COC(=O)C=1C=C(C=CC1)C1=CC(=CC(=C1)OC)F methyl-3'-fluoro-5'-methoxy-[1,1'-biphenyl]-3-carboxylate